Z-L-glycine methyl ester COC(CN)=O